7-(5-chloro-2-(oxetan-3-ylamino)pyridin-4-yl)-2-(4,5-difluoro-2-(hydroxymethyl)benzyl)-3,4-dihydropyrrolo[1,2-a]pyrazin-1(2H)-one ClC=1C(=CC(=NC1)NC1COC1)C=1C=C2N(CCN(C2=O)CC2=C(C=C(C(=C2)F)F)CO)C1